ClC1=CC=C(C(=N1)C1=NC=2N(C=C1)N=C(N2)C(F)(F)F)SCC 5-(6-chloro-3-(ethylthio)pyridin-2-yl)-2-(trifluoromethyl)-[1,2,4]triazolo[1,5-a]pyrimidine